C(C)(C)SC1=CC=C(C=C1)Br 4-Isopropylthio-bromobenzene